2-(((S)-4-(6-((4-(cyclopropanecarbonyl)-2-methylbenzyl)oxy)pyridin-2-yl)-2-methyl-piperazin-1-yl)methyl)-1-(((S)-oxetan-2-yl)methyl)-1H-benzo[d]imidazole-6-carboxylic acid C1(CC1)C(=O)C1=CC(=C(COC2=CC=CC(=N2)N2C[C@@H](N(CC2)CC2=NC3=C(N2C[C@H]2OCC2)C=C(C=C3)C(=O)O)C)C=C1)C